methyl (S)-3-((R)-1-(1H-tetrazol-5-yl)piperidin-3-yl)-2-benzyl-7-methyl-3,7,8,9-tetrahydro-6H-imidazo[4,5-f]quinoline-6-carboxylate N1N=NN=C1N1C[C@@H](CCC1)N1C(=NC2=C3CC[C@@H](N(C3=CC=C21)C(=O)OC)C)CC2=CC=CC=C2